2-(benzoyloxy(imino))-1-phenylpropan-1-one C(C1=CC=CC=C1)(=O)ON=C(C(=O)C1=CC=CC=C1)C